4-(5-amino-3-ethynyl-2-fluoropyridin-4-yl)-2-chloro-N-(5-chloro-6-(2H-1,2,3-triazol-2-yl)pyridin-3-yl)-5-fluorobenzamide NC=1C(=C(C(=NC1)F)C#C)C1=CC(=C(C(=O)NC=2C=NC(=C(C2)Cl)N2N=CC=N2)C=C1F)Cl